2,3,6-trifluorobenzyl bromide FC1=C(CBr)C(=CC=C1F)F